6-cyano-8-(2-phenylpropan-2-yl)-3,8-diazabicyclo[3.2.1]oct-6-ene-3-carboxylic acid tert-butyl ester C(C)(C)(C)OC(=O)N1CC2C=C(C(C1)N2C(C)(C)C2=CC=CC=C2)C#N